(3S)-3-{[(3-Chloropyrazin-2-yl)methyl]carbamoyl}pyrrolidine-1-carboxylic acid tert-butyl ester C(C)(C)(C)OC(=O)N1C[C@H](CC1)C(NCC1=NC=CN=C1Cl)=O